2-((R)-2-oxo-4-propylpyrrolidin-1-yl)butanamide O=C1N(C[C@@H](C1)CCC)C(C(=O)N)CC